(S)-tert-butyl (3-methyl-1-oxo-1-((4-(3-(pyridin-4-yl)phenyl)thiazol-2-yl)amino)butan-2-yl)carbamate CC([C@@H](C(NC=1SC=C(N1)C1=CC(=CC=C1)C1=CC=NC=C1)=O)NC(OC(C)(C)C)=O)C